dicarbonic acid C(=O)(O)OC(=O)O